methyl 3-(4-iodophenyl)-8-(3-((methylsulfonyl)oxy)propyl)-8-azabicyclo[3.2.1]octane-2-carboxylate IC1=CC=C(C=C1)C1C(C2CCC(C1)N2CCCOS(=O)(=O)C)C(=O)OC